4-(6-(7-methoxy-2-methylimidazo[1,2-a]pyridine-6-carboxamido)pyridin-3-yl)-2-methylpiperazine-1-carboxylate COC1=CC=2N(C=C1C(=O)NC1=CC=C(C=N1)N1CC(N(CC1)C(=O)[O-])C)C=C(N2)C